C(C)(C)(C)OC(=O)C1CCN(CC1)C1=C(CN(C2(CCN(CC2)C(=O)OC(C)(C)C)C)C)C=CC(=C1)C(F)(F)F tert-butyl 4-((2-(4-(tert-butoxycarbonyl) piperidin-1-yl)-4-(trifluoromethyl) benzyl) (methyl) amino)-4-methylpiperidine-1-carboxylate